C(CC)[Si]1(O[SiH](O[SiH](O[Si](O1)(C)CCC)C)C)C 6,8-dipropyl-2,4,6,8-tetramethyl-cyclotetrasiloxane